L-cysteinyl disulfide N[C@@H](CS)C(=O)SSC([C@@H](N)CS)=O